3-(4-methoxyphenyl)-7-(2,4,6-trimethylbenzyloxy)-4H-benzopyran COC1=CC=C(C=C1)C1=COC2=C(C1)C=CC(=C2)OCC2=C(C=C(C=C2C)C)C